C=C=COOC(F)(F)F perfluoromethoxy methylenevinyl ether